dysprosium tris(trifluoromethanesulfonic acid) FC(S(=O)(=O)O)(F)F.FC(S(=O)(=O)O)(F)F.FC(S(=O)(=O)O)(F)F.[Dy]